[N+](=O)([O-])C1=C(C=2C(=NSN2)C(=C1[N+](=O)[O-])C=1SC=CC1)C=1SC=CC1 5,6-dinitro-4,7-di(thiophen-2-yl)benzo[c][1,2,5]thiadiazole